tert-butyl 4-((5-fluoro-4-(4'-fluoro-[1,1'-biphenyl]-3-yl)pyrimidin-2-yl)amino)piperidine-1-carboxylate FC=1C(=NC(=NC1)NC1CCN(CC1)C(=O)OC(C)(C)C)C=1C=C(C=CC1)C1=CC=C(C=C1)F